3-bromo-5-(2-methylpyrrolidin-1-yl)pyridine BrC=1C=NC=C(C1)N1C(CCC1)C